3-Phosphohydroxypyruvat P(=O)(=O)C(C(C(=O)[O-])=O)O